ClC1=CC(=C(C=C1)C1=CC=C(C=C1)CC)F 4'-chloro-4-ethyl-2'-fluoro[1,1'-biphenyl]